FC1=NC(=C2N=CN(C2=N1)C1OCCCCC1)NCC1=C(C=CC=C1)F 2-fluoro-6-[(2-fluorobenzyl)amino]-9-(oxepan-2-yl)-9H-purine